C(C#C)(=O)OC=C vinyl propynate